1H-pyrrolo[2,3-b]pyridin-7-ium N1C=CC=2C1=[NH+]C=CC2